FC1=CC2=C(OCCCO2)C=C1 7-fluoro-3,4-dihydro-2H-benzo[b][1,4]dioxepin